2-amino-3-methoxy-2-(methoxymethyl)propionitrile NC(C#N)(COC)COC